Cl.N[C@](C(=O)N1CCN(CC1)C(=O)NC1=NC(N(C=C1)C1=CC=C(C=C1)CCN1C[C@@H](CC1)N)=O)(CO)C 4-((S)-2-Amino-3-hydroxy-2-methylpropanoyl)-N-(1-(4-(2-((R)-3-aminopyrrolidin-1-yl)ethyl)phenyl)-2-oxo-1,2-dihydropyrimidin-4-yl)piperazine-1-carboxamide hydrochloride salt